(4-(1H-indol-3-yl)thiophen-2-yl)-6-oxohexanoic acid N1C=C(C2=CC=CC=C12)C=1C=C(SC1)C(C(=O)O)CCCC=O